The molecule is a steroid sulfate oxoanion that is the conjugate base of 16alpha-hydroxydehydroepiandrosterone 3-sulfate, arising from deprotonation of the sulfate OH group; major species at pH 7.3. It is a conjugate base of a 16alpha-hydroxydehydroepiandrosterone 3-sulfate. C[C@]12CC[C@@H](CC1=CC[C@@H]3[C@@H]2CC[C@]4([C@H]3C[C@H](C4=O)O)C)OS(=O)(=O)[O-]